dimethylaminoethyl methacrylate (Dimethylamino ethyl methacrylate) CN(C)CCC=C(C(=O)O)C.C(C(=C)C)(=O)OCCN(C)C